CC1=C(C=C(C(=O)NCC2=NC=C3C=CC(=NC3=C2)C2=NC(=CC=C2)N2[C@H]3[C@@H](NCC2)CCC3)C=C1)S(=O)(=O)C 4-methyl-3-(methylsulfonyl)-N-((2-(6-((4aS,7aR)-octahydro-1H-cyclopenta[b]pyrazin-1-yl)pyridin-2-yl)-1,6-naphthyridin-7-yl)methyl)benzamide